(E)-2-methyl-3-[6-(trifluoromethyl)-3-pyridinyl]prop-2-enoic acid ethyl ester C(C)OC(\C(=C\C=1C=NC(=CC1)C(F)(F)F)\C)=O